formaldehyde palladium [Pd].C=O